ClC=1C=C(C=CC1Cl)C1=CC=C(C=C1)NC(C(CCC)N(C)C)=O N-(3',4'-dichloro-[1,1'-biphenyl]-4-yl)-2-(dimethylamino)pentanamide